CN(CCCNC(=O)C=1C=CC2=C(N(C(=N2)C2=CC(=CC=C2)OC)C2CC(C2)C(NC)=O)C1)C N-(3-(dimethylamino)propyl)-2-(3-methoxyphenyl)-1-((1r,3s)-3-(methylcarbamoyl)cyclobutyl)-1H-benzo[d]imidazole-6-carboxamide